(R,E)-2-Methyl-N-((1-((2-(trimethylsilyl)ethoxy)methyl)-1H-benzo[d]imidazol-6-yl)methylene)propane-2-sulfinamide CC(C)(C)[S@@](=O)/N=C/C=1C=CC2=C(N(C=N2)COCC[Si](C)(C)C)C1